N1N=CC=2C1=NC=CN2 Pyrazolo[3,4-B]pyrazine